FC(OC1=C(CNC2=NC=C(C=N2)C#N)C=CC=C1)(F)F 2-((2-(trifluoromethoxy)benzyl)amino)pyrimidine-5-carbonitrile